4-(2-bromo-1-fluoroethyl)-2-(trifluoromethyl)benzoic acid BrCC(F)C1=CC(=C(C(=O)O)C=C1)C(F)(F)F